O=S1CC(C1)N1N=C(N=C1)C=1C(=NC=CN1)C(C)NC(C1=CC(=CC(=C1)C(F)(F)F)C(F)(F)F)=O N-[1-[3-[1-(1-oxothietan-3-yl)-1,2,4-triazol-3-yl]pyrazin-2-yl]ethyl]-3,5-bis(trifluoromethyl)benzamide